FC1=C(C=CC=C1)C1(CCC1)C(CP(OC)(OC)=O)=O Dimethyl {2-[1-(2-fluorophenyl)cyclobutyl]-2-oxoethyl}phosphonate